COC(CNC=1N=NC=C2C1C=NC=C2)(C)C 4-((2-methoxy-2-methylpropyl)amino)pyrido[3,4-d]pyridazin